3-((5-(3-fluorophenyl)pyrimidin-2-yl)amino)-N-(2,4,6-trifluorobenzyl)benzamide FC=1C=C(C=CC1)C=1C=NC(=NC1)NC=1C=C(C(=O)NCC2=C(C=C(C=C2F)F)F)C=CC1